C(=O)(O)C=1C(=C(C(=C(OCC(CCCC)=O)C1)OC1=CC=CC=C1)C(=O)O)C(=O)O (carboxydicarboxyphenoxyphenoxy)hexanone